C1(CCC1)CS(=O)(=O)N1CCN(CC1)C(COC=1C=CC=C2C(=NN(C12)C)C1C(NC(CC1)=O)=O)=O 3-(7-(2-(4-((cyclobutylmethyl)sulfonyl)piperazin-1-yl)-2-oxoethoxy)-1-methyl-1H-indazol-3-yl)piperidine-2,6-dione